FC1(CCN(CC1)C1=C(C(=O)NCC2=NNC(=N2)C=2SC=CC2)C=CC=C1)F 2-(4,4-difluoropiperidin-1-yl)-N-((5-(thiophen-2-yl)-1H-1,2,4-triazol-3-yl)methyl)benzamide